1H-pyrazol-1-yl-azetidine-1-carboxylic acid tert-butyl ester C(C)(C)(C)OC(=O)N1C(CC1)N1N=CC=C1